C1OC2=CC=C(C=C2OC1)S(=O)(=O)[O-] 4-ethylenedioxybenzenesulfonate